N-(3-hydroxybutyl)-4-methylbenzene-1-sulfonamide OC(CCNS(=O)(=O)C1=CC=C(C=C1)C)C